2-(2-methoxybenzoyl)-3-(4-t-butylphenyl)-5-(4-methoxyphenyl)pyrrole COC1=C(C(=O)C=2NC(=CC2C2=CC=C(C=C2)C(C)(C)C)C2=CC=C(C=C2)OC)C=CC=C1